C(C)(C)(C)OC(=O)N1CC(C1)C=1C=NC(=NC1)N1CC(C1)C(F)(F)F 3-[2-[3-(trifluoromethyl)azetidin-1-yl]pyrimidin-5-yl]azetidine-1-carboxylic acid tert-butyl ester